(R)-1-(1-(7,8-difluoro-1-oxo-1,2-dihydroisoquinolin-4-yl)ethyl)-3-(3,4-difluorophenyl)-1-methylurea FC1=CC=C2C(=CNC(C2=C1F)=O)[C@@H](C)N(C(=O)NC1=CC(=C(C=C1)F)F)C